1-((1H-benzo[d]imidazol-6-yl)methyl)-N5-cyclopropyl-N3-methyl-2-oxo-1,2-dihydropyridine-3,5-dicarboxamide N1C=NC2=C1C=C(C=C2)CN2C(C(=CC(=C2)C(=O)NC2CC2)C(=O)NC)=O